C(C1=CC=CC=C1)[C@@H](C(=O)NCC(=O)NC1=CC=C(C=C1)CBr)NC(CNC(CNC([O-])=O)=O)=O [2-[[2-[[(1S)-1-benzyl-2-[[2-[4-(bromomethyl)anilino]-2-oxo-ethyl]amino]-2-oxo-ethyl]amino]-2-oxo-ethyl] amino]-2-oxo-ethyl]carbamate